4-amino-2-(tert-butoxycarbonylamino)-4-oxo-butyric acid NC(CC(C(=O)O)NC(=O)OC(C)(C)C)=O